C(C)(C)N isopropyl-amine